(9H-fluoren-9-yl)methyl((S)-1-(((S)-1-((4-(hydroxymethyl)phenyl)amino)-1-oxopropan-2-yl)amino)-1-oxopropan-2-yl)carbamate C1=CC=CC=2C3=CC=CC=C3C(C12)OC(N([C@H](C(=O)N[C@H](C(=O)NC1=CC=C(C=C1)CO)C)C)C)=O